(E)-N-(4-bromophenyl-ethyl)-6-fluoro-2,3,4,9-tetrahydro-1H-carbazole-1-imine BrC1=CC=C(C=C1)CC/N=C/1\CCCC=2C3=CC(=CC=C3NC12)F